6-chloro-4-((4-cyclopropyl-2-(N-methylmethanesulfonamido)phenyl)amino)-N-ethoxynicotinamide ClC1=NC=C(C(=O)NOCC)C(=C1)NC1=C(C=C(C=C1)C1CC1)N(S(=O)(=O)C)C